C(O)(O)=O.FC(=CC)F difluoro propylene carbonate